1-[1,5-bis(4-methylphenyl)pentan-3-yl] 9-pentadecan-8-yl 5-[3-(dimethylamino)propyl]-5-hydroxynonanedioate CN(CCCC(CCCC(=O)OC(CCC1=CC=C(C=C1)C)CCC1=CC=C(C=C1)C)(CCCC(=O)OC(CCCCCCC)CCCCCCC)O)C